O1CCN(CC1)C=1C=C(COC2=CC=C(C=C2)C=2N=CN(C2)C(=O)NCC2CN(C2)C2=CC=CC=C2)C=CC1 4-(4-(3-morpholinobenzyl-oxy)phenyl)-N-((1-phenylazetidin-3-yl)methyl)-1H-imidazole-1-carboxamide